C(=O)C=1C=CC=2N(C1)C=C(N2)CN2C=CC=1C(=CN=CC1C2=O)C=2C=CC(=NC2)NC(C)=O N-(5-(7-((6-formylimidazo[1,2-a]pyridin-2-yl)methyl)-8-oxo-7,8-dihydro-2,7-naphthyridin-4-yl)pyridin-2-yl)acetamide